NC1=NC=CC=C1C1=NC=2C(=NC(=CC2)C2=CC=C(C=C2)F)N1C1=CC=C(C=C1)CO (4-(2-(2-aminopyridin-3-yl)-5-(4-fluorophenyl)-3H-imidazo[4,5-b]pyridin-3-yl)phenyl)methanol